3-(1'-(((1r,3r,5r,7r)-adamantan-2-yl)methyl)-6-oxo-6,8-dihydro-2H,7H-spiro[furo[2,3-e]isoindole-3,4'-piperidin]-7-yl)piperidine-2,6-dione C12C(C3CC(CC(C1)C3)C2)CN2CCC3(CC2)COC2=C1CN(C(C1=CC=C23)=O)C2C(NC(CC2)=O)=O